C(CCCCCCCCC)OC=1C(=O)O[C@@H](C1OCC(C)(C)O)[C@@H](O)CO 2-O-decyl-3-O-(2-hydroxyisobutyl)ascorbic acid